diethylamine methanesulfinate CS(=O)O.C(C)NCC